C(N)(SCC1=CC=CC=C1)=O S-benzyl thiocarbamate